N-4-methylbenzylidene-3-(trimethoxysilyl)propane-1-amine CC1=CC=C(C=NCCC[Si](OC)(OC)OC)C=C1